[2'-cyclobutyl-3'-fluoro-6-({(1R,3R)-3-[(1,4,4-trimethyl-L-prolyl)amino]cyclopentyl}oxy)[1,1'-biphenyl]-3-yl]acetic acid C1(CCC1)C1=C(C=CC=C1F)C1=CC(=CC=C1O[C@H]1C[C@@H](CC1)NC([C@H]1N(CC(C1)(C)C)C)=O)CC(=O)O